8-amino-2-(2-hydroxyethyl)-4,4-dimethyl-N-(4-methyl-1,3-thiazol-2-yl)-4,5-dihydro-2H-pyrazolo[4,3-H]quinazoline-3-carboxamide NC1=NC=2C=3C(C(CC2C=N1)(C)C)=C(N(N3)CCO)C(=O)NC=3SC=C(N3)C